C(C)(C)C(C(=O)N)=C.C(C=C)(=O)O acrylic acid-isopropyl-acrylamide